N-[(2-iodoethoxy)methyl]-N2-{[2-(trimethylsilyl)ethoxy]carbonyl}glycinamide ICCOCNC(CNC(=O)OCC[Si](C)(C)C)=O